C(#C)C=1SC=C(N1)NC(=O)N[C@@H](CO)C1=CC=C(C=C1)C=1C=CC=C2C=CN=C(C12)O (R)-1-(2-ethynylthiazol-4-yl)-3-(2-hydroxy-1-(4-(1-hydroxyisoquinolin-8-yl)-phenyl)-ethyl)-urea